3-(3,5-dimethoxyphenyl)-5-[(1R)-1-(3,5-dimethylpyridazin-4-yl)ethoxy]-1H-indazole COC=1C=C(C=C(C1)OC)C1=NNC2=CC=C(C=C12)O[C@H](C)C1=C(N=NC=C1C)C